ClC=1C=C(C=CC1)C=1NC=C(CCN)N1 2-(3-chlorophenyl)histamine